C(#N)C1=C(C(=NC(=C1)CC1CCCCC1)C(CCC(=O)O)=O)O 4-(4-Cyano-6-cyclohexylmethyl-3-hydroxy-pyridin-2-yl)-4-oxo-butyric acid